C1N(CCC2=CC=CC=C12)C(=O)OCC1=CC=CC=C1 benzyl 3,4-dihydro-1H-isoquinoline-2-carboxylate